C(CCCCCCCC)OC(OCN1C(C=CC2=CC=C(C=C12)OCCCCN1CCN(CC1)C1=CC=CC=2SC=CC21)=O)=O Carbonic acid 7-[4-(4-benzo[b]thiophen-4-ylpiperazin-1-yl)butoxy]-2-oxo-2H-quinolin-1-ylmethyl ester nonyl ester